C(CCC)OC(C(=O)C1=CC=CC=C1)C1=CC=CC=C1 2-n-Butoxy-2-phenylacetophenon